Tritert-butylphosphorus C(C)(C)(C)P(C(C)(C)C)C(C)(C)C